[1-(2-amino-ethyl)-3-aminopropyl]trimethoxysilane NCCC(CCN)[Si](OC)(OC)OC